CN1CCC(CC1)N1CCN(CC1)C(C(C1=CC=CC=C1)NC(=O)C1=CC=C2C=CNC2=C1)=O N-[2-[4-(1-methylpiperidin-4-yl)piperazin-1-yl]-2-oxo-1-phenylethyl]-1H-indole-6-carboxamide